(S)-N-((S)-(3-chloro-4-(trifluoro-methoxy)phenyl)(2-(trifluoromethyl)oxazol-4-yl)methyl)-2-oxooxazolidine-5-carboxamide ClC=1C=C(C=CC1OC(F)(F)F)[C@H](NC(=O)[C@@H]1CNC(O1)=O)C=1N=C(OC1)C(F)(F)F